C[C@H](CC)N1CCC(CC1)N1CCN(CCC1)C1=CC=CC(=N1)C(=O)NC1=CC=NC=C1 6-(4-{1-[(2R)-Butan-2-yl]piperidin-4-yl}-1,4-diazepan-1-yl)-N-(pyridine-4-yl)pyridine-2-carboxamide